COC1=NC=C(C(=N1)OC)C1=CN=C(O1)C 5-(2,4-dimethoxypyrimidin-5-yl)-2-methyloxazole